CS(=O)(=O)N1CCC2(CNC2)CC1 7-(methylsulfonyl)-2,7-diazaspiro[3.5]nonane